2,4-dimethylcyclohex-3-en-aldehyde CC1C(CCC(=C1)C)C=O